5-benzyl 1-(tert-butyl) (((S)-1-(tert-butoxy)-5-(((S)-1-(tert-butoxy)-1-oxooctan-2-yl)amino)-1,5-dioxo-pentan-2-yl)carbamoyl)-L-glutamate C(C)(C)(C)OC([C@H](CCC(=O)N[C@H](C(=O)OC(C)(C)C)CCCCCC)NC(=O)N[C@@H](CCC(=O)OCC1=CC=CC=C1)C(=O)OC(C)(C)C)=O